C1[C@@H](N=C(O1)C2=N[C@H](CO2)CC3=CC=CC=C3)CC4=CC=CC=C4 2,2'-bis[(4S)-4-benzyl-2-oxazoline]